C(C1=CC=CC=C1)OC1=CC=CC(=N1)N(C)CCOC 6-(benzyloxy)-N-(2-methoxyethyl)-N-methylpyridin-2-amine